C1(CCCC1)CC1N(C(OC1)=O)C=1C=C(C2=C(N=C(N=C2)NC2=CC=C(C=C2)N2CCN(CC2)C)N1)C#C 4-(Cyclopentylmethyl)-3-(5-ethynyl-2-{[4-(4-methylpiperazin-1-yl)phenyl]amino}pyrido[2,3-d]pyrimidin-7-yl)-1,3-oxazolidin-2-one